4-cyclopropyl-1,3-thiazol-2-amine C1(CC1)C=1N=C(SC1)N